C(CCC)NC1=CC=C(C(=O)O)C=C1 4-(N-butylamino)benzoic acid